tert-butyl N-{2-fluoro-3-[(8-fluoro-7-hydroxy-2-oxo-3,4-dihydro-2H-1,3-benzoxazin-3-yl)methyl]phenyl}carbamate FC1=C(C=CC=C1CN1C(OC2=C(C1)C=CC(=C2F)O)=O)NC(OC(C)(C)C)=O